1-[5-[2,6-dioxopiperidin-3-yl]pyridin-2-yl]-4-fluoropiperidine-4-carbaldehyde O=C1NC(CCC1C=1C=CC(=NC1)N1CCC(CC1)(C=O)F)=O